4-(2-propenyl)-2,6-diisopropylbenzene C(C=C)C1=CC(=CC(=C1)C(C)C)C(C)C